BrC1=CC2=C(N=C(S2)C2=C(SC=3CNCCC32)NC(=O)C3CCC(CC3)=O)C=C1 N-(3-(6-bromobenzo[d]thiazol-2-yl)-4,5,6,7-tetrahydrothieno[2,3-c]pyridin-2-yl)-4-oxocyclohexane-1-carboxamide